5-methyl-2-(4-(methylsulfonyl)phenyl)-7-(piperidin-4-yl)imidazo[1,2-a]pyridine hydrochloride Cl.CC1=CC(=CC=2N1C=C(N2)C2=CC=C(C=C2)S(=O)(=O)C)C2CCNCC2